7-(4-bromo-2-fluoro-3-methoxyphenyl)-2-(dimethoxymethyl)-7-azaspiro[3.5]nonane BrC1=C(C(=C(C=C1)N1CCC2(CC(C2)C(OC)OC)CC1)F)OC